[Sb].[Cu] Copper-antimony